The molecule is a diterpene lactone isolated from the whole plant Ajuga ciliata. It has a role as a plant metabolite. It is a diterpene lactone, a butenolide, a carbobicyclic compound, an enoate ester and a triol. It derives from a tiglic acid. C/C=C(\\C)/C(=O)OC[C@]1(CCC[C@H]2[C@]1([C@H](C[C@H]([C@]2(C)CCC3=CC(=O)OC3)C)O)CO)O